tert-butyl N-[[(2S)-4-[6-(2-hydroxy-4,6-dimethyl-phenyl)pyridazin-3-yl]morpholin-2-yl]methyl]carbamate OC1=C(C(=CC(=C1)C)C)C1=CC=C(N=N1)N1C[C@@H](OCC1)CNC(OC(C)(C)C)=O